NC=1C=2N(C=CN1)N=C(C2Br)C2=CC=C(C=C2)NC(C(=C)C)=O N-(4-{4-amino-3-bromopyrazolo[1,5-a]pyrazin-2-yl}phenyl)-2-methylpropan-2-enamide